BrC=1C=CC=C2C=CC=C(C12)N1CC=2N=C(N=C(C2CC1)N1C[C@@H](NCC1)CC#N)OC[C@H]1N(CCC1)C 2-[(2S)-4-[7-(8-bromo-1-naphthyl)-2-[[(2S)-1-methylpyrrolidin-2-yl]methoxy]-6,8-dihydro-5H-pyrido[3,4-d]pyrimidin-4-yl]piperazin-2-yl]acetonitrile